FC1=CC(=C(OC2=C(C=CC(=C2)C(F)(F)F)NC(=O)C2=CC(NC=C2)=O)C=C1)C N-(2-(4-fluoro-2-methylphenoxy)-4-(trifluoromethyl)phenyl)-2-oxo-1,2-dihydropyridine-4-carboxamide